ClCC(=O)ON=C(N)C1CC(C1)C1=CC=CC=C1 N'-(2-Chloroethoyloxy)-3-phenylcyclobutanecarboxamidine